COC(OC)[SiH2]CCCC1CNCCC1 dimethoxymethyl-3-piperidylpropyl-silane